C[C@@H]1[C@@](C1)(C1=NOC(N1)=O)N1C(=CC2=CC(=CC=C12)N1CCOCC1)C(=O)O 1-((1S,2S)-2-methyl-1-(5-oxo-4,5-dihydro-1,2,4-oxadiazol-3-yl)cyclopropyl)-5-morpholino-1H-indole-2-carboxylic acid